6-methoxy-2,3,4,5-tetrahydro-1H-3-benzazepine COC1=CC=CC=2CCNCCC21